acryloylhydroxypropyl-methyldimethoxysilane C(C=C)(=O)CO[Si](OC)(C)CCCO